[Cl-].C(CCC)N1CN(C=C1)C L-1-butyl-3-methylimidazole chloride salt